6-fluoro-2-methyl-7-(1-methyl-1H-pyrazol-4-yl)-9,10-dihydro-8-oxa-2,4,10a-triazanaphtho[2,1,8-cde]azulen-1(2H)-one FC=1C=C2N=CC=3N(C(N4CCOC(=C2C34)C1C=1C=NN(C1)C)=O)C